CC1=CC=2N(C=C1C=1CCN(CC1)S(=O)(=O)C=1C=CC3=C(CC(O3)C)C1)N=CN2 7-methyl-6-(1-((2-methyl-2,3-dihydrobenzofuran-5-yl)sulfonyl)-1,2,3,6-tetrahydropyridin-4-yl)-[1,2,4]triazolo[1,5-a]pyridine